2-(Difluoromethyl)-3,3-difluoro-1-propen FC(C(=C)C(F)F)F